N-((1R,3S,5s,7s)-2-(5-(3-cyano-6-(2-hydroxy-2-methylpropyloxy)pyrazolo[1,5-a]pyridin-4-yl)pyridin-2-yl)-2-azaadamantan-5-yl)methanesulfonamide C(#N)C=1C=NN2C1C(=CC(=C2)OCC(C)(C)O)C=2C=CC(=NC2)N2[C@@H]1CC3CC(C[C@@H]2C3)(C1)NS(=O)(=O)C